CC1=C(C=C(C=C1)N(C(=O)NC)C)N(C(=O)NC)C 2,4-tolylenebis-(dimethylurea)